2-(2-methyltetrahydrofuran-2-yl)-1-(p-tolyl)-9H-pyrrolo[1,2-a]indol-9-one CC1(OCCC1)C=1C(=C2N(C=3C=CC=CC3C2=O)C1)C1=CC=C(C=C1)C